CC(C(C)=O)=CC 3-methyl-3-penten-2-one